(2-(3,4-dimethoxyphenyl)-3-ethyl-1H-indol-5-yl)(4-isopropylpiperazin-1-yl)methanone COC=1C=C(C=CC1OC)C=1NC2=CC=C(C=C2C1CC)C(=O)N1CCN(CC1)C(C)C